FC(CC(C(F)F)(F)F)(F)F 1,1,1,3,3,4,4-heptafluorobutane